1-naphthyl-methanone C1(=CC=CC2=CC=CC=C12)C=O